bis-[3-(dimethylethoxy) silylpropyl] tetrasulfide CC(C)(O[SiH2]CCCSSSSCCC[SiH2]OC(C)(C)C)C